7-bromo-2-(2,5-dimethyl-1H-pyrrol-1-yl)-5-methyl-[1,2,4]triazolo[1,5-a]pyridine BrC1=CC=2N(C(=C1)C)N=C(N2)N2C(=CC=C2C)C